3-hydroxyphloretin C1=CC(=C(C=C1CCC(=O)C2=C(C=C(C=C2O)O)O)O)O